C1OCCC12CN(CC2)C=2N=CC(=NC2)OC2=CN=C(S2)NC(=O)C2CC(C2)OC N-(5-((5-(2-oxa-7-azaspiro[4.4]nonan-7-yl)pyrazin-2-yl)oxy)thiazol-2-yl)-3-methoxycyclobutane-1-carboxamide